ClC=1C(=C(NC=2C3=C(N=CN2)C=CC(=N3)O[C@@H]3CN(CC3)C(C=C)=O)C=CC1CC(F)(F)F)F 1-[(3S)-3-[4-[3-Chloro-2-fluoro-4-(2,2,2-trifluoroethyl)anilino]pyrido[3,2-d]pyrimidin-6-yl]oxypyrrolidin-1-yl]prop-2-en-1-one